(3R,4R)-1-(5,6-difluoro-1-(3-(trifluoromethoxy)benzyl)-1H-benzimidazol-2-yl)-4-fluoro-3-piperidinamine FC1=CC2=C(N(C(=N2)N2C[C@H]([C@@H](CC2)F)N)CC2=CC(=CC=C2)OC(F)(F)F)C=C1F